CC1=CC(=C(C=C1)O)C(C1=CC=CC=C1)C 4-methyl-2-(alpha-methylbenzyl)phenol